6-(piperidin-4-yl)-2,3-dihydrothieno[3,2-b]pyridin-5(4H)-one hydrochloride Cl.N1CCC(CC1)C1=CC2=C(NC1=O)CCS2